C(C)(C)(C)OC(=O)N1C[C@H](CC1)OCC1=CC(=C(C(=C1)OC)C#N)F (S)-3-((4-cyano-3-fluoro-5-methoxybenzyl)oxy)pyrrolidine-1-carboxylic acid tert-butyl ester